3-(6-(4-hydroxypiperidin-4-yl)-3-oxo-1,3-dihydro-2H-pyrrolo[3,4-c]pyridin-2-yl)piperidine-2,6-dione OC1(CCNCC1)C1=CC2=C(C=N1)C(N(C2)C2C(NC(CC2)=O)=O)=O